ethyl 13-(2-chloro-6-fluoro-phenyl)-10-oxo-7-thia-9,12-diazatricyclo[6.5.0.02,6]trideca-1(8),2(6),12-triene-4-carboxylate ClC1=C(C(=CC=C1)F)C1=NCC(NC=2SC=3CC(CC3C12)C(=O)OCC)=O